ClC=1C=CC2=C(N=C(O2)C23CC(C2)(C3)NC(=O)C3CC2(CS(C2)(=O)=O)C3)C1 N-[3-(5-chloro-1,3-benzoxazol-2-yl)-1-bicyclo[1.1.1]pentanyl]-2,2-dioxo-2lambda6-thiaspiro[3.3]heptane-6-carboxamide